thiazol-2-yl-pyrrolidine-1,2-dicarboxamide S1C(=NC=C1)C1(N(CCC1)C(=O)N)C(=O)N